[Si](C)(C)(C(C)(C)C)OC[C@H]1OC([C@H]2[C@@H]1OC(O2)(C)C)C2=CC=C1C(=NC(=NN12)Cl)Cl 7-((3aS,6R,6aR)-6-(((tert-Butyldimethylsilyl)oxy)methyl)-2,2-dimethyltetrahydrofuro[3,4-d][1,3]dioxol-4-yl)-2,4-dichloropyrrolo[2,1-f][1,2,4]triazine